2-oxochromen O=C1OC2=CC=CC=C2C=C1